(1R,6S)-1-(3,4-Dichlorophenyl)-6-(methoxymethyl)-4-azabicyclo(4.1.0)heptane ClC=1C=C(C=CC1Cl)[C@]12CCNC[C@@]2(C1)COC